2-((1,3-dihydroisobenzofuran-5-yl)ethynyl)-N-(4,5-dimethylisoxazol-3-yl)pyridine-3-sulfonamide C1OCC2=CC(=CC=C12)C#CC1=NC=CC=C1S(=O)(=O)NC1=NOC(=C1C)C